C(C)(C)(C)OC(=O)N([C@H](C(=O)OC)CC1=C(C=CC(=C1)Cl)C=1OC(=NN1)C)C methyl (2S)-2-[(tert-butoxycarbonyl)(methyl)amino]-3-[5-chloro-2-(5-methyl-1,3,4-oxadiazol-2-yl)phenyl]propanoate